(S)-5-((1,4-Oxazepan-3-yl-5,5-d2)methoxy)-2,7-dichloro-8-fluoropyrido[4,3-d]pyrimidin-4(3H)-one O1C[C@H](NC(CC1)([2H])[2H])COC1=NC(=C(C=2N=C(NC(C21)=O)Cl)F)Cl